tert-butyl (4-((4-(4-(2,6-dioxopiperidin-3-yl)phenyl)piperazin-1-yl)methyl)phenyl)carbamate O=C1NC(CCC1C1=CC=C(C=C1)N1CCN(CC1)CC1=CC=C(C=C1)NC(OC(C)(C)C)=O)=O